trimethylsilylethynyl-[1,1'-biphenyl]-2-amine C[Si](C)(C)C#CC1=C(C(=CC=C1)C1=CC=CC=C1)N